C(C)(C)(C)OC(=O)N=S(=O)(C)C1=CC=C(C=C1)[C@H]1N(CC[C@H](C1)C)CC1=C2C=CN(C2=C(C=C1OC)C)C(=O)OC(C)(C)C tert-Butyl 4-(((2S,4R)-2-(4-(N-(tert-butoxycarbonyl)-S-methylsulfonimidoyl)phenyl)-4-methylpiperidin-1-yl)methyl)-5-methoxy-7-methyl-1H-indole-1-carboxylate